C(C)(C)(C)OC(=O)N1C[C@@H]2CNC[C@@H]2C1 (3ar,6as)-hexahydropyrrolo[3,4-c]pyrrole-2(1H)-carboxylic acid tert-butyl ester